ClC1=C(C=C(C=C1)I)C(=O)C1=CC=C(C=C1)OCCOC1CC1 (2-chloro-5-iodophenyl)(4-(2-cyclopropoxyethoxy)phenyl)methanone